COC(=O)C1CC2(C1)CC(C2)C#CC2=C(N=NC(=C2)C2=C(C=CC=C2)O)N 6-((3-amino-6-(2-hydroxyphenyl)pyridazin-4-yl)ethynyl)spiro[3.3]heptane-2-carboxylic acid methyl ester